BrC1=C(C(=C(C(=N1)C)O)C)C 6-bromo-2,4,5-trimethyl-3-pyridinol